C(C)NS(=O)(=O)NC1=NN2C(N=CC=C2)=C1C(=O)N[C@H](C)C=1N(C(C=2C(=CC=C3C2C1CCC3)C#C)=O)C3=CC=CC=C3 (R)-2-((N-ethylsulfamoyl)amino)-N-(1-(9-ethynyl-1-oxo-2-phenyl-2,4,5,6-tetrahydro-1H-benzo[de]isoquinolin-3-yl)ethyl)pyrazolo[1,5-a]pyrimidine-3-carboxamide